di(2,4,6-trimethylbenzoyl)phosphinic acid CC1=C(C(=O)P(O)(=O)C(C2=C(C=C(C=C2C)C)C)=O)C(=CC(=C1)C)C